NCCOC1=CC=C(C[C@H](N)C(=O)O)C=C1 4-(2-Aminoethoxy)-L-phenylalanin